1-[2-(3,5-dimethylisoxazol-4-yl)-6-[5-[(6-methylpyridazin-3-yl)amino]benzimidazol-1-yl]-3-pyridyl]ethanone CC1=NOC(=C1C1=NC(=CC=C1C(C)=O)N1C=NC2=C1C=CC(=C2)NC=2N=NC(=CC2)C)C